(R)-N-(5-(5-(methoxymethyl)-1,2,4-oxadiazol-3-yl)-2,3-dihydro-1H-inden-1-yl)-1,3-dimethyl-1H-pyrazole-5-carboxamide COCC1=NC(=NO1)C=1C=C2CC[C@H](C2=CC1)NC(=O)C1=CC(=NN1C)C